3,4-dimethyl-6-(1-(tetrahydro-2H-pyran-4-yl)piperidin-3-yl)-9H-carbazole CC=1C=CC=2NC3=CC=C(C=C3C2C1C)C1CN(CCC1)C1CCOCC1